FC1=CC=C(C=N1)C=1C=C2C=NNC2=C(C1N1CCC(CC1)C1=NN=CN1C)C#N 5-(6-fluoropyridin-3-yl)-6-(4-(4-methyl-4H-1,2,4-triazol-3-yl)piperidin-1-yl)-1H-indazole-7-carbonitrile